COC1(CC(C1)OCC1=CC=CC=C1)C ((3-methoxy-3-methylcyclobutyloxy)methyl)benzene